NC=1N=CC2=C(N1)NC=C2C2=CC=1N(C=C2)N=CC1C(=O)NC1CCN(CC1)C 5-(2-amino-7H-pyrrolo[2,3-d]pyrimidin-5-yl)-N-(1-methylpiperidin-4-yl)pyrazolo[1,5-a]pyridine-3-carboxamide